C(CCCCCCC)OS(=O)(=O)C1=CC=CC=C1.NC(=N)NC(=N)N biguanide octylbenzenesulfonate